CC=1C=C(C=CC1NC1=NNC(=C1)C=1SC(=CC1)C)NC(C)=O N-(3-methyl-4-((5-(5-methylthiophen-2-yl)-1H-pyrazol-3-yl)amino)phenyl)acetamide